9-{4-[difluoro(4-methylphenyl)methyl]phenyl}-3,4,6,7,8,9-hexahydropyrido[2,1-c][1,2,4]thiadiazine 2,2-dioxide FC(C1=CC=C(C=C1)C1CCCN2C1=NS(CC2)(=O)=O)(C2=CC=C(C=C2)C)F